C1(CCCC1)CN1CCC(CC1)N1N=CC(=C1)CNC1=C2C(N(C(C2=CC=C1)=O)C1C(NC(CC1)=O)=O)=O 4-(((1-(1-(cyclopentylmethyl)piperidin-4-yl)-1H-pyrazol-4-yl)methyl)amino)-2-(2,6-dioxopiperidin-3-yl)isoindoline-1,3-dione